(R)-3-(4-chloro-3-methylbenzyl)-1-methyl-1-(1-(pyrimidine-4-carbonyl)piperidin-3-yl)urea ClC1=C(C=C(CNC(N([C@H]2CN(CCC2)C(=O)C2=NC=NC=C2)C)=O)C=C1)C